(t-butylamino)dimethyl-(tetramethylcyclopentadienyl)titanium (IV) C(C)(C)(C)N[Ti](C1(C(=C(C(=C1)C)C)C)C)(C)C